(3s,5s)-3-aminomethyl-7-fluoro-5-methyl-heptanoic acid NC[C@H](CC(=O)O)C[C@@H](CCF)C